CC1[C@@H]2CCC=3[C@@H]4CC[C@H]([C@@H](CCC=C(C)C)C)[C@]4(CCC3[C@]2(CCC1=O)C)C 4-methyl-5alpha-cholesta-8,24-dien-3-one